C(C)O[Si](CCC1=CC=NC=C1)(OCC)OCC 4-[2-(triethoxysilyl)ethyl]pyridine